pyridin-4-ylmethyl-urea N1=CC=C(C=C1)CNC(=O)N